FC=1C=C(CCOC=2C=C3N(C(N2)=O)CC24N3CC(C2)C4)C=CC1OC1=CC(=NC=C1)C(F)(F)F 3-(3-fluoro-4-((2-(trifluoromethyl)pyridin-4-yl)oxy)phenethoxy)-7,8-dihydro-1H,6H,9H-7,8a-methanopyrrolo[1',2':3,4]imidazo[1,2-c]pyrimidin-1-one